2-(2-(((6-((1s,3s)-3-((dimethylamino)methyl)cyclobutyl)benzo[d]thiazol-2-yl)methyl)carbamoyl)-2,3-dihydro-1H-inden-2-yl)acetic acid CN(C)CC1CC(C1)C1=CC2=C(N=C(S2)CNC(=O)C2(CC3=CC=CC=C3C2)CC(=O)O)C=C1